OC1=CC=C(O1)S(=O)(=O)OC(C)CCCCCC.[Na] sodium 2-octyl 5-hydroxyfuransulfonate